C(C)(=O)N1CCC(CC1)OC1=CC2=C(C(N(CCN2C)C[C@@H](CN2CC3=CC=CC=C3CC2)O)=O)C=C1 8-[(1-acetyl-4-piperidinyl)oxy]-4-[(2R)-3-(3,4-dihydro-1H-isoquinolin-2-yl)-2-hydroxy-propyl]-1-methyl-2,3-dihydro-1,4-benzodiazepine-5-one